isopropyl-1H-pyrazolo[3,4-d]pyrimidine C(C)(C)N1N=CC=2C1=NC=NC2